2-nitro-2-(4-methylphenyl)oxirane [N+](=O)([O-])C1(OC1)C1=CC=C(C=C1)C